C1(=CC=CC=C1)C(=N)C1=CC=CC=C1 1,1-Diphenylmethaneimine